CN(CCN(C1=C(C=C(C(=C1)OC(C)C)NC1=NC=NC(=N1)N1CC(C2=NC(=C(C=C21)C)C)(C)C)NC(C=C)=O)C)C N-(2-((2-(dimethylamino)ethyl)(methyl)amino)-4-isopropoxy-5-((4-(3,3,5,6-tetramethyl-2,3-dihydro-1H-pyrrolo[3,2-b]pyridin-1-yl)-1,3,5-triazin-2-yl)amino)phenyl)acrylamide